CN1CC2(CN(C2)C=O)CC1 (6-methyl-2,6-diazaspiro[3.4]octan-2-yl)methanone